(R)-6-(4-(1-(ethyl-d5)-4-nitro-1H-pyrazol-5-yl)pyridin-2-yl)-6,6-dimethoxy-2-methylhexanoic acid C(C([2H])([2H])[2H])(N1N=CC(=C1C1=CC(=NC=C1)C(CCC[C@H](C(=O)O)C)(OC)OC)[N+](=O)[O-])([2H])[2H]